[K+].C(CCCCCCCCCCCCCCC)OP(=O)([O-])[O-].N(=C=O)CC1CCCCC1.[K+] isocyanatomethyl-cyclohexane cetyl-phosphate potassium